CN(C(C=C)=O)C=1C=C2CCC(C2=CC1)NC1=CC(=CC=C1)C(F)(F)F N-methyl-N-(1-((3-(trifluoromethyl)phenyl)amino)-2,3-dihydro-1H-inden-5-yl)acrylamide